O1NNNCCCCC(CCCCCCCCC1)C#N oxa-triazacyclooctadecane-9-carbonitrile